(1R,2S,5S)-6,6-Dimethyl-3-[N-(trifluoroacetyl)-L-valyl]-3-azabicyclo[3.1.0]hexane-2-carboxylic Acid CC1([C@H]2CN([C@@H]([C@@H]12)C(=O)O)C([C@@H](NC(C(F)(F)F)=O)C(C)C)=O)C